CC(CC(CC1CCN(CC1)C)C1=CC(=CC=C1)C(F)(F)F)N methyl-4-(1-methylpiperidin-4-yl)-3-(3-(trifluoromethyl)phenyl)butan-1-amine